COC=1C(=C2C=CNC2=C(C1)C)CN1C(CC2(CC(C2)C#N)CC1)C1=CC=C(C=C1)C(=O)N1CCN(CC1)C1=NC=CC=C1 7-((5-methoxy-7-methyl-1H-indol-4-yl)methyl)-6-(4-(4-(pyridin-2-yl)piperazine-1-carbonyl)phenyl)-7-azaspiro[3.5]nonane-2-carbonitrile